1,3-dipalmitoyl-2-succinylglycerol CCCCCCCCCCCCCCCC(=O)OCC(COC(=O)CCCCCCCCCCCCCCC)OC(=O)CCC(=O)O